(3aR,5s,6aS)-2-(cyclohexylmethyl-d2)-N-(6-(4-(trifluoromethyl)pyridin-3-yl)pyridazin-3-yl)octahydrocyclopenta[c]pyrrol-5-amine C1(CCCCC1)C(N1C[C@@H]2[C@H](C1)CC(C2)NC=2N=NC(=CC2)C=2C=NC=CC2C(F)(F)F)([2H])[2H]